BrC1=CC=C2C(CC(C2=C1)O)(F)F 6-bromo-3,3-difluoro-2,3-dihydro-1H-inden-1-ol